COC1=NC=C(C(=N1)OC)C=1C=C(C=2N(N1)C=CN2)[C@@H]2[C@@H](C2)C=2C=C(C(=O)OC)C=CC2 |&1:20| racemic-methyl 3-((2S,2S)-2-(6-(2,4-dimethoxypyrimidin-5-yl)imidazo[1,2-b]pyridazin-8-yl)cyclopropyl)benzoate